1-(2-chloro-7,8-dihydro-5H-pyrido[4,3-d]pyrimidin-6-yl)-ethanone ClC=1N=CC2=C(N1)CCN(C2)C(C)=O